[Na+].FC1(CCC(CC1)C(CC1=CC=CC=C1)OC(=O)N[C@H](C(=O)N[C@H](C(S(=O)(=O)[O-])O)C[C@H]1C(NCC1)=O)CC(C)C)F (2S)-2-((2S)-2-(((1-(4,4-difluorocyclohexyl)-2-phenylethoxy)carbonyl)amino)-4-methylpentanamido)-1-hydroxy-3-((S)-2-oxopyrrolidin-3-yl)propane-1-sulfonic acid sodium salt